CC=1N=CSC1C1=CC=C(C=C1)CCCC(=O)[O-] 4-(4-(4-methylthiazol-5-yl)phenyl)butyrate